2-(2-Chloro-5-isopropyl-8-oxothieno[2',3':4,5]pyrrolo[1,2-d][1,2,4]triazin-7(8H)-yl)-N-((1r,3r)-3-hydroxy-3-methylcyclobutyl)acetamide ClC1=CC2=C(C=C3N2C(=NN(C3=O)CC(=O)NC3CC(C3)(C)O)C(C)C)S1